OC1=C(C=CC=C1)C1=CSC2=C1N=NC(=C2)C2=C(C=C1C(C=CO1)=C2O)C 5-(7-(2-hydroxyphenyl)thieno[3,2-c]pyridazin-3-yl)-6-methylbenzofuran-4-ol